N1(CCC2=CC=CC=C12)CC=1C(=NC(=NC1)N)N 5-(indolin-1-ylmethyl)pyrimidine-2,4-diamine